(2R,6R)-4-((R)-1-(2,6-difluorophenyl)-3-(methylsulfonyl)propyl)-1-isobutyryl-6-methyl-N-(4-(pyrimidin-2-yl)benzyl)piperazine-2-carboxamide FC1=C(C(=CC=C1)F)[C@@H](CCS(=O)(=O)C)N1C[C@@H](N([C@@H](C1)C)C(C(C)C)=O)C(=O)NCC1=CC=C(C=C1)C1=NC=CC=N1